N-(3-(5-(2-ethyl-pyrimidin-5-yl)-1H-pyrrolo[2,3-b]pyridine-3-carbonyl)-2,6-difluorophenyl)-propane-1-sulfonamide C(C)C1=NC=C(C=N1)C=1C=C2C(=NC1)NC=C2C(=O)C=2C(=C(C(=CC2)F)NS(=O)(=O)CCC)F